tert-Butyl 4-(4-(((2-(3-((3-(3-cyanophenyl)-6-oxopyridazin-1(6H)-yl)methyl)phenyl)pyrimidine-5-yl)oxy)methyl)piperidin-1-yl)butanoate C(#N)C=1C=C(C=CC1)C1=NN(C(C=C1)=O)CC=1C=C(C=CC1)C1=NC=C(C=N1)OCC1CCN(CC1)CCCC(=O)OC(C)(C)C